C(C)(=O)O[C@@H]1C[C@@H]2C[C@@](CC[C@@]2([C@H]2CC[C@@]3([C@H](CC[C@H]3[C@H]12)[C@@H](CCC(=O)O)C)C)C)(O)CC1=CC=CC=C1 (4R)-4-[(3R,5R,7R,8R,9S,10S,13R,14S,17R)-7-acetoxy-3-benzyl-3-hydroxy-10,13-dimethyl-1,2,4,5,6,7,8,9,11,12,14,15,16,17-tetradecahydrocyclopenta[a]phenanthren-17-yl]pentanoic acid